CN1C2=CC=C(C=C2C=2C=C(C=CC12)N)N 9-methyl-9H-carbazole-3,6-diamine